N'-((perfluoropropane-2,2-diyl)bis(6-fluoro-3,1-phenylene))bis(3-nitrobenzamide) FC(C(C(F)(F)F)(C=1C=C(C(=CC1)F)C1=C(C(=O)N)C=CC=C1[N+](=O)[O-])C=1C=C(C(=CC1)F)C1=C(C(=O)N)C=CC=C1[N+](=O)[O-])(F)F